(3s,4r)-3-{[5-(4-chlorophenyl)-1,3,4-thiadiazol-2-yl]amino}-4-(2,6-difluoro-4-methoxyphenyl)pyrrolidin-2-one ClC1=CC=C(C=C1)C1=NN=C(S1)N[C@@H]1C(NC[C@H]1C1=C(C=C(C=C1F)OC)F)=O